4-[[3-[4-(difluoromethoxy)phenyl]imidazo[1,2-a]pyrazin-8-yl]amino]-2-methyl-N-quinuclidin-3-yl-benzamide FC(OC1=CC=C(C=C1)C1=CN=C2N1C=CN=C2NC2=CC(=C(C(=O)NC1CN3CCC1CC3)C=C2)C)F